4-(6-chloro-2-((1-((dimethylamino)methyl)cyclopropyl)methoxy)-8-fluoro-4-((1S,4S)-4-methyl-2,5-diaza-bicyclo[2.2.2]octan-2-yl)quinazolin-7-yl)naphthalen-2-ol ClC=1C=C2C(=NC(=NC2=C(C1C1=CC(=CC2=CC=CC=C12)O)F)OCC1(CC1)CN(C)C)N1[C@@H]2CN[C@](C1)(CC2)C